FC=1C=C2C=C(NC2=CC1)C(C(C)C)O 1-(5-fluoro-1H-indol-2-yl)-2-methylpropan-1-ol